N1C=C(C2=CC=CC=C12)C=C1N=C(N(C1=O)C)C 4-((indol-3-yl)methylene)-1,2-dimethyl-imidazole-5-one